4-(8-Cyano-quinoxalin-5-yl)-piperazine-1-carboxylic acid (2-diethylamino-ethyl)-amide C(C)N(CCNC(=O)N1CCN(CC1)C1=C2N=CC=NC2=C(C=C1)C#N)CC